7-methoxy-N-[(1R,3S)-3-{[2-(trifluoromethyl)quinolin-4-yl]amino}cyclohexyl]-3,4-dihydro-2H-1-benzopyran-3-carboxamide COC1=CC2=C(CC(CO2)C(=O)N[C@H]2C[C@H](CCC2)NC2=CC(=NC3=CC=CC=C23)C(F)(F)F)C=C1